(fluorenyl)(hafnium) dichloride [Cl-].[Cl-].C1(=CC=CC=2C3=CC=CC=C3CC12)[Hf+2]